OCCCOC(OCCCO)=O Bis(3-hydroxypropyl)carbonat